C(C)(C)(C)P(C1=C(C=CC=C1)C1=C(C=CC=C1)C)C(C)(C)C 2-di-t-butylphosphino-2'-methylbiphenyl